NC1=NC=C(C=C1O[C@H](C)C=1C=C(C=CC1)NC(C1=CC(=CC(=C1)C)F)=O)Cl (R)-N-(3-(1-((2-amino-5-chloropyridin-3-yl)oxy)ethyl)-phenyl)-3-fluoro-5-methylbenzamide